2'-chloro-N-{5-[(2,3-dihydro-1,4-benzodioxin-6-yl)(methyl)carbamoyl]-1,3,4-thiadiazol-2-yl}-5'-methoxy-6-methyl-[4,4'-bipyridine]-3-carboxamide ClC1=NC=C(C(=C1)C1=C(C=NC(=C1)C)C(=O)NC=1SC(=NN1)C(N(C)C1=CC2=C(OCCO2)C=C1)=O)OC